COCC(COC)NC1=NC(=NC(=C1)C=CN(C)C)SC 4-((1,3-dimethoxypropan-2-yl)amino)-6-(2-(dimethylamino)vinyl)-2-(methylthio)pyrimidine